(R)-1-((5-fluoro-2-(2-methoxy-7-methylquinoxalin-5-yl)benzo[d]thiazol-6-yl)oxy)propan-2-yl (2-methoxypyrimidin-5-yl)carbamate COC1=NC=C(C=N1)NC(O[C@@H](COC1=CC2=C(N=C(S2)C2=C3N=CC(=NC3=CC(=C2)C)OC)C=C1F)C)=O